C=CCCC=O 1-penten-5-one